N4,N4-dimethyl-N2-((1s,4s)-4-((7-morpholino-[1,2,4]triazolo[1,5-c]pyrimidin-5-yl)oxy)cyclohexyl)pyrimidine-2,4-diamine CN(C1=NC(=NC=C1)NC1CCC(CC1)OC1=NC(=CC=2N1N=CN2)N2CCOCC2)C